1-(4-(trifluoromethyl)phenyl)cyclopropanol FC(C1=CC=C(C=C1)C1(CC1)O)(F)F